2-(4-Morpholin-4-yl-phenyl)-1H-benzoimidazole-5-carbonitrile N1(CCOCC1)C1=CC=C(C=C1)C1=NC2=C(N1)C=CC(=C2)C#N